n-heptanoyl-CoA C(CCCCCC)(=O)SCCNC(CCNC([C@@H](C(COP(OP(OC[C@@H]1[C@H]([C@H]([C@@H](O1)N1C=NC=2C(N)=NC=NC12)O)OP(=O)(O)O)(=O)O)(=O)O)(C)C)O)=O)=O